methyl 5-(2-{2-[4-(1H-pyrazol-1-yl)benzenesulfonamido]phenyl}-ethynyl)pyridine-2-carboxylate N1(N=CC=C1)C1=CC=C(C=C1)S(=O)(=O)NC1=C(C=CC=C1)C#CC=1C=CC(=NC1)C(=O)OC